CC1(COB(OC1)C=1C=C(C2=C(N(CO2)C)C1)C)C 5-(5,5-Dimethyl-1,3,2-dioxaborinan-2-yl)-3,7-dimethyl-1,3-benzoxazol